C(C)(C)(C)OC(=O)N(C(OC(C)(C)C)=O)C=1C=NC=C(C1C)C=1C=C2C=C(N=CC2=CC1F)NC(=O)OCC1CC1 tert-Butyl N-tert-butoxycarbonyl-N-[5-[3-(cyclopropylmethoxycarbonylamino)-7-fluoro-6-isoquinolyl]-4-methyl-3-pyridyl]carbamate